(S)-5-(1-cyclopropylethyl)-2,3-dihydro-1H-inden-4-amine C1(CC1)[C@H](C)C1=C(C=2CCCC2C=C1)N